OC=1C(CCC1C)=O 2-hydroxy-3-methylcyclopent-2-en-1-one